4-[4-[(4R)-4-(tert-Butoxycarbonylamino)-2-oxo-pyrrolidin-1-yl]phenyl]sulfonylpiperidine-1-carboxylic acid benzyl ester C(C1=CC=CC=C1)OC(=O)N1CCC(CC1)S(=O)(=O)C1=CC=C(C=C1)N1C(C[C@H](C1)NC(=O)OC(C)(C)C)=O